(2,5-difluoro-4-(piperazin-1-yl)phenyl)-1,4-dimethyl-2-(4-(methylsulfonyl)phenyl)-1H-pyrrolo[3,2-c]pyridine FC1=C(C=C(C(=C1)N1CCNCC1)F)C1=C(N(C2=C1C(=NC=C2)C)C)C2=CC=C(C=C2)S(=O)(=O)C